4-(tert-Butyl)-2-methoxy-N-(4-methylpentyl)-1H-imidazole-1-carboxamide C(C)(C)(C)C=1N=C(N(C1)C(=O)NCCCC(C)C)OC